(3-fluoro-4-((1-isopropyl-2-keto-2,3-dihydro-1H-imidazo[4,5-b]pyridin-7-yl)oxy)phenyl)-1-(4-methoxypyridin-2-yl)-5-(trifluoromethyl)-1H-pyrazole-4-carboxamide FC=1C=C(C=CC1OC1=C2C(=NC=C1)NC(N2C(C)C)=O)C2=NN(C(=C2C(=O)N)C(F)(F)F)C2=NC=CC(=C2)OC